FC=1C(=NC=C(C1I)F)NS(=O)(=O)CCC N-(3,5-difluoro-4-iodopyridin-2-yl)propane-1-sulfonamide